CC(C(=O)N1[C@H](COC2=C(C1)C(=CC(=C2)C(NO)=N)F)C2=CC=CC=C2)(C)C (3S)-4-(2,2-dimethylpropanoyl)-6-fluoro-N-hydroxy-3-phenyl-3,5-dihydro-2H-1,4-benzoxazepine-8-carboximidamide